5-amino-N-(2-(2,6-dioxopiperidin-3-yl)-1,3-dioxoisoindolin-4-yl)pentanamide NCCCCC(=O)NC1=C2C(N(C(C2=CC=C1)=O)C1C(NC(CC1)=O)=O)=O